C(C)(C)(C)OC(=O)N1C(C2=CC(=CC=C2C1)NC1=NC=NC=C1N)=O 6-[(5-aminopyrimidin-4-yl)amino]-1-oxoisoindole-2-carboxylic acid tert-butyl ester